FC1(CC=C(CC1)C1=NC(=NC2=NC(=C(N=C12)C)C)N1C[C@@H](OCC1)C=1C=NN(C1)C)F 4-(4,4-difluoro-1-cyclohexen-1-yl)-6,7-dimethyl-2-((2S)-2-(1-methyl-1H-pyrazol-4-yl)-4-morpholinyl)pteridine